ClC1=NC(=NC=C1)C1=CN=C2N1C=C(N=C2)C(C)(F)F 3-(4-chloropyrimidin-2-yl)-6-(1,1-difluoroethyl)imidazo[1,2-a]pyrazine